C(=O)C1=CC(=C(C=N1)B(O)O)C 6-FORMYL-4-METHYLPYRIDINE-3-BORONIC ACID